1-(3,6-difluoro-9H-carbazol-9-yl)-3-(3-fluoro-9H-carbazol-9-yl)propan-2-ol FC=1C=CC=2N(C3=CC=C(C=C3C2C1)F)CC(CN1C2=CC=CC=C2C=2C=C(C=CC12)F)O